N-(2,6-dibromophenyl)pyrrolidine-2-imine BrC1=C(C(=CC=C1)Br)N=C1NCCC1